2-propylmercapto-5-(quinolin-5-yl)-5,6-dihydropyrido[2,3-d]pyrimidine-4,7(3H,8H)-dione C(CC)SC=1NC(C2=C(N1)NC(CC2C2=C1C=CC=NC1=CC=C2)=O)=O